C(=O)(OCC1=CC=CC=C1)NCC#C N-carbobenzoxypropargylamine